N[C@H](C)C=1C=C(N)C=C(C1F)C(F)F (R)-3-(1-Aminoethyl)-5-(difluoromethyl)-4-fluoroaniline